2,2'-methylenebis[6-[1-methylcyclohexyl]-p-cresol] C(C1=CC(=CC(=C1O)C1(CCCCC1)C)C)C1=CC(=CC(=C1O)C1(CCCCC1)C)C